ClC1=C2C(=NC=C1)NC(=C2C2=CC=C1CCCN(C1=C2)C(C=C)=O)C2=CC=C(C=C2)N2CCN(CC2)C 1-(7-(4-chloro-2-(4-(4-methylpiperazin-1-yl)phenyl)-1H-pyrrolo[2,3-b]pyridin-3-yl)-3,4-dihydroquinolin-1(2H)-yl)prop-2-en-1-one